NCC=1SC2=C(N1)C=C(C(=C2)C)C(=O)NC2(CC2)C2=CC=CC1=CC=CC=C21 2-(Aminomethyl)-6-methyl-N-(1-(naphthalen-1-yl)cyclopropyl)benzo[d]thiazole-5-carboxamide